3-(2-fluoro-4-methylsulfonyl-phenyl)-1,4-oxazepan FC1=C(C=CC(=C1)S(=O)(=O)C)C1COCCCN1